6,8-dichloro-3-(2,2,2-trifluoroethyl)pyrido[3,4-d]pyrimidin-4-one ClC1=CC2=C(N=CN(C2=O)CC(F)(F)F)C(=N1)Cl